(RS)-1-(2,4-dichlorophenyl)-5-methyl-2-pyrazoline-3,5-dicarboxylic acid ClC1=C(C=CC(=C1)Cl)N1N=C(C[C@@]1(C(=O)O)C)C(=O)O |r|